3,3-dimethyl-4-carbonyl-1-oxa-8-azaspiro[4.5]decane-8-carboxylic acid tert-butyl ester C(C)(C)(C)OC(=O)N1CCC2(C(C(CO2)(C)C)=C=O)CC1